6-[[4-[3-fluoro-5-isobutyl-2-(2H-tetrazol-5-yl)phenyl]piperazin-1-yl]methyl]pyridine-3-carbonitrile FC=1C(=C(C=C(C1)CC(C)C)N1CCN(CC1)CC1=CC=C(C=N1)C#N)C=1N=NNN1